ClC1=NC(=C(C=2N=C(NC(C21)=O)S)F)Cl 5,7-dichloro-8-fluoro-2-sulfanylpyrido[4,3-d]pyrimidin-4(3H)-one